O=C1C(=C2C(=NN1)C(CC2)N2CC(C2)(C#N)C(=O)N2CCN(CC2)C2=NC=C(C=N2)C(F)(F)F)C(F)(F)F (3-oxo-4-(trifluoromethyl)-3,5,6,7-tetrahydro-2H-cyclopenta[c]pyridazin-7-yl)-3-(4-(5-(trifluoromethyl)pyrimidin-2-yl)piperazine-1-carbonyl)azetidine-3-carbonitrile